C(=C)[C@H]1C[C@H]([C@H]2[C@@H]1OC(O2)(C)C)N2C=C(C1=C2N=CN=C1Cl)C=O 7-[(3aS,4R,6R,6aR)-6-ethenyl-2,2-dimethyl-hexahydrocyclopenta[d][1,3]dioxol-4-yl]-4-chloro-7H-pyrrolo[2,3-d]pyrimidine-5-carbaldehyde